N-(4-((2R,6S)-2,6-dimethylmorpholino)-2-methylphenyl)-1H-benzo[d]imidazol-5-amine C[C@H]1O[C@H](CN(C1)C1=CC(=C(C=C1)NC1=CC2=C(NC=N2)C=C1)C)C